(l)-4-(7-chloroquinolin-4-yl)-N1-ethyl-N1-(2-chloroethyl)pentane-1,4-diamine ClC1=CC=C2C(=CC=NC2=C1)C(CCCN(CCCl)CC)(C)N